5,6,7,8-tetrahydroisoquinoline-3-carboxamide C1=NC(=CC=2CCCCC12)C(=O)N